CC(CO)(CO)CCCCCC 2-methyl-2-n-Hexyl-1,3-propanediol